(R)-3-(tert-Butyloxycarbonyl)-7-methoxy-1,2,3,4,4a,5-hexahydrobenzo[b]pyrazino[1,2-d][1,4]oxazine-8-carboxylic acid C(C)(C)(C)OC(=O)N1C[C@H]2N(C3=C(OC2)C(=C(C=C3)C(=O)O)OC)CC1